OC1CC(NC1)C(=O)N[C@H](C)C1=CC=C(C=C1)C1=C(N=CS1)C 4-hydroxy-N-[(1R)-1-[4-(4-methyl-1,3-thiazol-5-yl)phenyl]ethyl]pyrrolidine-2-carboxamide